FC(OC1=CC=C(C=C1)NN=C(C#N)C#N)(F)F carbonyl cyanide para-trifluoromethoxy-phenylhydrazone